[2-(methylamino)ethyl]amine CNCCN